dibromo(1,10-phenanthroline) nickel [Ni].BrC=1C(=NC2=C3N=CC=CC3=CC=C2C1)Br